4H-1,2,4-benzothiadiazine 1,1-dioxide S1(N=CNC2=C1C=CC=C2)(=O)=O